NC1=C(C=NC2=CC=C(C=C12)C1=CC(=CC=C1)NC(C=C)=O)C(=O)NC 4-amino-N-methyl-6-[3-(prop-2-enamido)phenyl]quinoline-3-carboxamide